5-amino-8-(2,6-dimethyl-4-pyridinyl)-2-[[(3R)-4-methylmorpholin-3-yl]methyl]-7-phenyl-[1,2,4]triazolo[4,3-c]pyrimidin-3-one NC1=NC(=C(C=2N1C(N(N2)C[C@H]2N(CCOC2)C)=O)C2=CC(=NC(=C2)C)C)C2=CC=CC=C2